(3R,4R)-N-{7-bromo-5-fluoropyrrolo[2,1-f][1,2,4]triazin-2-yl}-3-fluoro-1-methanesulfonylpiperidin-4-amine BrC1=CC(=C2C=NC(=NN21)N[C@H]2[C@@H](CN(CC2)S(=O)(=O)C)F)F